isoamyl-(tri-isoprenylaluminum) C(CC(C)C)C(=CC(C)=C)[Al](C=CC(C)=C)C=CC(C)=C